COC1=CC=C(C=CC2=NC3=CC=CC=C3C=C2)C=C1 2-(4-methoxystyryl)quinoline